(S)-(3-(1-amino-1,3-dihydrospiro[inden-2,4'-piperidin]-1'-yl)-6-((3-fluoro-2-methoxyphenyl)thio)pyrazin-2-yl)methanol N[C@@H]1C2=CC=CC=C2CC12CCN(CC2)C=2C(=NC(=CN2)SC2=C(C(=CC=C2)F)OC)CO